3-((4-(5-(2-Chloro-[1,1'-biphenyl]-3-yl)-1,3,4-oxadiazol-2-yl)benzyl)amino)propionic acid ClC1=C(C=CC=C1C1=NN=C(O1)C1=CC=C(CNCCC(=O)O)C=C1)C1=CC=CC=C1